15-chloro-21-fluoro-16-hydroxy-23-methoxy-18,18-dioxo-8,11-dioxa-18λ6-thia-19-azatetracyclo[18.3.1.113,17.02,7]pentacosa-1(23),2(7),3,5,13(25),14,16,20(24),21-nonaen-12-one ClC1=CC=2C(OCCOC=3C=CC=CC3C3=C(C=C(C(NS(C(=C1O)C2)(=O)=O)=C3)F)OC)=O